COC=1C(=C2C=CN(C2=C(C1)C)C(=O)OC(C)(C)C)CN1[C@H](CC2(COC2)CC1)C1=CC=C(C=C1)C(=O)OC tert-butyl (R)-5-methoxy-4-((6-(4-(methoxycarbonyl)phenyl)-2-oxa-7-azaspiro[3.5]nonan-7-yl)methyl)-7-methyl-1H-indole-1-carboxylate